N-[(E)-[(2,6-dichlorophenyl)-(6-fluoro-4-azaspiro[2.4]heptan-4-yl)methylene]amino]-4-methyl-benzenesulfonamide tripotassium citrate C(CC(O)(C(=O)[O-])CC(=O)[O-])(=O)[O-].[K+].[K+].[K+].ClC1=C(C(=CC=C1)Cl)/C(/N1C2(CC2)CC(C1)F)=N\NS(=O)(=O)C1=CC=C(C=C1)C